acetic acid 3-(2-(diisopropylamino) ethyl)-1H-indol-7-yl ester C(C)(C)N(CCC1=CNC2=C(C=CC=C12)OC(C)=O)C(C)C